C(C=C)C1C(NC(NC1=O)=O)=O 5-prop-2-enyl-barbiturate